tert-butyl (4aS,7aR)-3,4a,5,6,7,7a-hexahydro-2H-pyrrolo[3,4-b][1,4]oxazine-4-carboxylate O1[C@H]2[C@@H](N(CC1)C(=O)OC(C)(C)C)CNC2